(+)-1-[(1R)-(alpha-methylbenzyl)]-2-mercapto-1H-imidazole-5-carboxylic acid ethyl ester potassium hydroxide [OH-].[K+].C(C)OC(=O)C1=CN=C(N1C(C1=CC=CC=C1)C)S